FC1=CC=C(C=C1)N(C(NCC1CCC(CC1)COCC(=O)O)=O)C1=CC=CC=C1 2-((4-((3-(4-fluorophenyl)-3-phenylureido)methyl)cyclohexyl)methoxy)acetic acid